3-dodecylheptadecyl icosanoate C(CCCCCCCCCCCCCCCCCCC)(=O)OCCC(CCCCCCCCCCCCCC)CCCCCCCCCCCC